1-(5-(2-amino-3-pentylquinolin-5-yl)pentyl)-3-(3-cyanophenyl)urea NC1=NC2=CC=CC(=C2C=C1CCCCC)CCCCCNC(=O)NC1=CC(=CC=C1)C#N